pyridinedicarboxylic acid calcium salt [Ca+2].N1=C(C(=CC=C1)C(=O)[O-])C(=O)[O-]